(R)-N-((S)-1-(4-(3,3-dimethyl-2-oxoindolin-1-yl)piperidin-1-yl)-1-oxo-4-phenylbutan-2-yl)piperidine-3-carboxamide L-pyroglutamic acid salt N1[C@@H](CCC1=O)C(=O)O.CC1(C(N(C2=CC=CC=C12)C1CCN(CC1)C([C@H](CCC1=CC=CC=C1)NC(=O)[C@H]1CNCCC1)=O)=O)C